2-((1E,3E)-4-(4-(dimethylamino)phenyl)butan-1,3-dien-1-yl)-1-methylpyridin-1-ium iodide [I-].CN(C1=CC=C(C=C1)/C=C/C=C/C1=[N+](C=CC=C1)C)C